C(CCCCCCCCCCC)(=O)O.NC(=N)NNC(=N)N biguanidine laurate